1-(1-(dimethylamino)-2-(1H-indazol-5-yl)ethyl)cyclopropylamine hydrochloride Cl.CN(C(CC=1C=C2C=NNC2=CC1)C1(CC1)N)C